6-(Dibutylamino)-1,3,5-triazine-2,4-dithiol C(CCC)N(C1=NC(=NC(=N1)S)S)CCCC